(S)-2-amino-N-(8-((2,6-dimethylbenzyl)amino)-2,3-dimethylimidazo[1,2-a]pyridin-6-yl)propanamide hydrochloride Cl.N[C@H](C(=O)NC=1C=C(C=2N(C1)C(=C(N2)C)C)NCC2=C(C=CC=C2C)C)C